(2S)-dodecane-1,2-diol C([C@H](CCCCCCCCCC)O)O